4-(prop-1-en-2-yl)furan-2-sulfonamide C=C(C)C=1C=C(OC1)S(=O)(=O)N